CC=1N=C(OC1)CC 4-methyl-2-ethyloxazole